4-(1-(1-acetyl-1,2,3,6-tetrahydropyridin-4-yl)-5-aminoimidazo[1,5-c]pyrimidin-3-yl)-N-(4-(trifluoromethyl)pyridin-2-yl)benzamide C(C)(=O)N1CCC(=CC1)C=1N=C(N2C(=NC=CC21)N)C2=CC=C(C(=O)NC1=NC=CC(=C1)C(F)(F)F)C=C2